(S)-6-((4-((2-hydroxy-1-phenylethyl)amino)-5-(3-morpholino-1,2,4-oxadiazol-5-yl)pyrimidin-2-yl)amino)-1-isopropyl-2-(methoxymethyl)-1,2-dihydro-3H-pyrazolo[3,4-b]pyridin-3-one OC[C@H](C1=CC=CC=C1)NC1=NC(=NC=C1C1=NC(=NO1)N1CCOCC1)NC1=CC=C2C(=N1)N(N(C2=O)COC)C(C)C